N-(3-((4-((2-fluorophenyl)amino)-7-methoxyquinazolin-6-yl)oxy)cyclobutyl)acrylamide FC1=C(C=CC=C1)NC1=NC=NC2=CC(=C(C=C12)OC1CC(C1)NC(C=C)=O)OC